Carboxyoxid C(=O)(O)OC(=O)O